FS(C1=CC=C(C=C1)S(=O)(=O)NC(O)=O)(F)(F)(F)F ((4-(pentafluoro-λ6-sulfanyl)phenyl)sulfonyl)carbamic acid